4-Oxo-2-oxa-8-azaspiro[4.5]decane-8-carboxylic acid tert-butyl ester C(C)(C)(C)OC(=O)N1CCC2(C(COC2)=O)CC1